N-((2-(6-((cis)-2,6-dimethylmorpholino)pyridin-2-yl)-1,6-naphthyridin-7-yl)methyl)-3-iodo-4,5-dimethylbenzamide C[C@@H]1O[C@@H](CN(C1)C1=CC=CC(=N1)C1=NC2=CC(=NC=C2C=C1)CNC(C1=CC(=C(C(=C1)C)C)I)=O)C